NC1=NC=CC2=C1N=C(N2CCNCCCCCCNC(OC(C)(C)C)=O)SC2=CC1=C(OCO1)C=C2N(C)C tert-Butyl (6-((2-(4-amino-2-((6-(dimethylamino)benzo[d][1,3]dioxol-5-yl)thio)-1H-imidazo[4,5-c]pyridin-1-yl)ethyl)amino)hexyl)carbamate